6-chloro-N-{4-[(1-methyl-1,3-benzodiazol-5-yl)oxy]phenyl}pyrido[3,2-d]pyrimidin-4-amine ClC=1C=CC=2N=CN=C(C2N1)NC1=CC=C(C=C1)OC1=CC2=C(N(C=N2)C)C=C1